CC(CNC1=CC=C(C=N1)N1C(C=CC=C1)=O)CNC1=NC=C(C=N1)SC 6'-((2-Methyl-3-((5-(methylthio)pyrimidin-2-yl)amino)propyl)amino)-2H-[1,3'-bipyridin]-2-one